(3S,10R,13S)-17-(4-cyano-1H-imidazol-1-yl)-10,13-dimethyl-2,3,4,7,8,9,10,11,12,13,14,15-dodecahydro-1H-cyclopenta[a]phenanthren-3-ol C(#N)C=1N=CN(C1)C1=CCC2C3CC=C4C[C@H](CC[C@@]4(C3CC[C@]12C)C)O